2-[(2R)-3-(3,4-dihydro-1H-isoquinolin-2-yl)-2-hydroxy-propyl]-6-(3-piperidinylamino)-3,4-dihydroisoquinolin-1-one C1N(CCC2=CC=CC=C12)C[C@H](CN1C(C2=CC=C(C=C2CC1)NC1CNCCC1)=O)O